(2S,3R,4R)-1-acetyl-N-(2-((tert-butyldimethylsilyl)oxy)ethyl)-2-cyclopropyl-4-((5-fluoro-6-methylpyridin-2-yl)amino)-3-methyl-1,2,3,4-tetrahydroquinoline-6-carboxamide C(C)(=O)N1[C@H]([C@@H]([C@H](C2=CC(=CC=C12)C(=O)NCCO[Si](C)(C)C(C)(C)C)NC1=NC(=C(C=C1)F)C)C)C1CC1